CC=1N=C(SC1C)NC(=O)C1=C(C=CC=C1)NC(CCCC(=O)O)=O 5-((2-((4,5-Dimethylthiazol-2-yl)carbamoyl)phenyl)amino)-5-oxopentanoic acid